N-piperidineethanol N1(CCCCC1)CCO